1-ethyl-4-methylpiperazine C(C)N1CCN(CC1)C